ClC=1C=C(C(=NC1)N)F 5-chloro-3-fluoropyridin-2-amine